N-(3-aminopropyl)-2-((4-chlorobenzyl)thio)benzo[d]oxazole-6-carboxamide hydrochloride Cl.NCCCNC(=O)C1=CC2=C(N=C(O2)SCC2=CC=C(C=C2)Cl)C=C1